FC1=CC=C(OC=2C=CC(=NC2)NC([C@@H](C)N2CC(N(CC2)C(=O)C2=NC=C(N=C2)OC)(C)C)=O)C=C1 (R)-N-(5-(4-fluorophenoxy)pyridin-2-yl)-2-(4-(5-methoxypyrazine-2-carbonyl)-3,3-dimethylpiperazin-1-yl)propanamide